2'-[6-amino-5-(trifluoromethyl)pyridin-3-yl]-N-[(1R)-1-(6-cyanopyridin-3-yl)ethyl]-5',6'-dihydrospiro[pyrrolidine-3,4'-pyrrolo[1,2-b]pyrazole]-1-carboxamide NC1=C(C=C(C=N1)C=1C=C2N(N1)CCC21CN(CC1)C(=O)N[C@H](C)C=1C=NC(=CC1)C#N)C(F)(F)F